C(C)(C)(C)OC(=O)N1CC(CC1)(NC1=CC=C2C3(C(N(C2=C1)C)=O)CCC3)C3=C(C(=CC=C3F)Cl)Cl.NC3=C(C=CC=C3)C(=O)C3=CC1=CC=CC=C1C=C3 (2-aminophenyl)(naphthalen-2-yl)methanone tert-butyl-3-(2,3-dichloro-6-fluorophenyl)-3-{1'-methyl-2'-oxospiro[cyclobutane-1,3'-indol]-6'-ylamino}pyrrolidine-1-carboxylate